5-(1'-methylspiro[cyclopropane-1,3'-indolin]-5'-yl)-1,3,4-oxadiazol-2-ol CN1CC2(C3=CC(=CC=C13)C1=NN=C(O1)O)CC2